(2E)-2-(3-phenylallylidene)hydrazine-1-carbothioamide C1(=CC=CC=C1)C=C\C=N\NC(N)=S